(difluoromethyl)-6-hydroxy-1H-indazole-3-carboxylic acid methyl ester COC(=O)C1=NN(C2=CC(=CC=C12)O)C(F)F